IC1=C(N=C2N1C=CC=C2)C2=CC=CC=C2 3-iodo-2-phenyl-imidazo[1,2-a]pyridine